{2-[(2R)-2-(4-chlorophenyl)-2-fluoroethyl]-2H-indazol-4-yl}boronic acid ClC1=CC=C(C=C1)[C@H](CN1N=C2C=CC=C(C2=C1)B(O)O)F